2-Chloro-6-((2S,5R)-4-(1-(4-chloro-3-fluorophenyl)-2-methylpropyl)-2,5-dimethylpiperazin-1-yl)-8-methyl-9-(((S)-tetrahydrofuran-2-yl)methyl)-9H-purine ClC1=NC(=C2N=C(N(C2=N1)C[C@H]1OCCC1)C)N1[C@H](CN([C@@H](C1)C)C(C(C)C)C1=CC(=C(C=C1)Cl)F)C